(E)-3-(2-(4-indazolyl)-4-morpholino-6-thieno[3,2-d]pyrimidinyl)-1-(4-(2-hydroxyethyl)-1-piperazinyl)-2-propen-1-one N1N=CC2=C(C=CC=C12)C=1N=C(C2=C(N1)C=C(S2)/C=C/C(=O)N2CCN(CC2)CCO)N2CCOCC2